C(C)(C)C(CO)CCC(C)C 2-isopropyl-5-methyl-hexanol